6-(4-methoxybenzyl)-3-(2-methylpropyl)-8-(morpholin-4-yl)pyrido[2,3-e][1,2,4]triazolo[4,3-c]pyrimidin-5(6H)-one COC1=CC=C(CN2C(N3C(C4=C2C=C(C=N4)N4CCOCC4)=NN=C3CC(C)C)=O)C=C1